cyclopropyl(spiro[3.3]heptan-2-yl)methanone C1(CC1)C(=O)C1CC2(C1)CCC2